potassium (morpholin-4-yl)methyl trifluoroborate [B-](CN1CCOCC1)(F)(F)F.[K+]